O=C(/C=C/C=1C=C2CCC(NC2=NC1)=O)N1CC2C(CC1)C1=C(O2)C=CC=C1 (E)-6-(3-oxo-3-(3,4,4a,9a-tetrahydrobenzofuro[2,3-c]pyridin-2(1H)-yl)prop-1-en-1-yl)-3,4-dihydro-1,8-naphthyridin-2(1H)-one